(cis)-tert-butyl 4-(3,5-di-tert-butyl-2-hydroxyphenyl)-3,3-difluoro-5-methylhexahydropyrrolo[3,2-b]pyrrole-1(2H)-carboxylate C(C)(C)(C)C=1C(=C(C=C(C1)C(C)(C)C)N1C(CC2N(CC(C21)(F)F)C(=O)OC(C)(C)C)C)O